3,5-dichloro-6-ethyl-pyrazine-2-carboxamide ClC=1C(=NC(=C(N1)Cl)CC)C(=O)N